C=1N=CN2C1C1=CC=CC=C1C2C2CCC(C2O)(C)C 5-(5H-Imidazo[5,1-a]isoindol-5-yl)-2,2-dimethylcyclopentan-1-ol